C(C)(C)(C)OC(N(C)CCN(C)C1=CC=C(C=C1)I)=O (2-((4-iodophenyl)(methyl)amino)ethyl)(methyl)carbamic acid tert-butyl ester